FC1=CC=C(C=C1)CC=O Para-fluorophenylacetaldehyde